5-ethyl-3-hydroxy-4-methyl-2(5H)-furanone C(C)C1C(=C(C(O1)=O)O)C